(2-((3,5-dicyano-4-ethyl-6-mercaptopyridin-2-yl)(methyl)amino)ethyl)carbamic acid tert-butyl ester C(C)(C)(C)OC(NCCN(C)C1=NC(=C(C(=C1C#N)CC)C#N)S)=O